F[C@]12[C@](CNC1)(CN(C2)C(=O)C2=C(C=CC=C2N2N=CC=N2)F)F ((3ar,6as)-3a,6a-difluorohexahydro-pyrrolo[3,4-c]pyrrol-2(1H)-yl)(2-fluoro-6-(2H-1,2,3-triazol-2-yl)phenyl)methanone